P(=O)(OCCO)(OCCO)[O-] Bis(2-hydroxy ethyl) phosphate